C1CCCCCCCS1.[Sb].[N] nitrogen antimony octylene sulfide